1-benzyl-7'-(2-ethoxypyridin-3-yl)-1'H-spiro[piperidine-4,4'-quinazolin]-2'(3'H)-one C(C1=CC=CC=C1)N1CCC2(NC(NC3=CC(=CC=C23)C=2C(=NC=CC2)OCC)=O)CC1